ClC=1C(=C(C=CC1F)C(N[S@](=O)C(C)(C)C)[C@@H]1C[C@H](C1)C(F)(F)F)F (R)-N-((3-chloro-2,4-difluorophenyl)(trans-3-(trifluoromethyl)-cyclobutyl)methyl)-2-methyl-propane-2-sulfinamide